N1=CC=CC2=CC=CC(=C12)COC1=CC=CC(=N1)C1CCN(CC1)CC1=NC=2C(=NC(=CC2)C(=O)O)N1C[C@H]1OCC1 (S)-2-((4-(6-(quinolin-8-ylmethoxy)pyridine-2-yl)piperidin-1-yl)methyl)-3-(oxetan-2-ylmethyl)-3H-imidazo[4,5-b]pyridine-5-carboxylic acid